BrC1=CC=C(C=C1)N1N=C(C(=C1)[C@@H]1O[C@@H](C(N1CCC1=CC=C(C=C1)NC(C)=O)=O)C)C1=CC=C(C=C1)F N-(4-(2-((2S,5R)-2-(1-(4-bromophenyl)-3-(4-fluorophenyl)-1H-pyrazol-4-yl)-5-methyl-4-oxooxazolidin-3-yl)ethyl)phenyl)acetamide